6-(4,4-Difluoropiperidin-1-yl)-5-methylpyridin-3-amine FC1(CCN(CC1)C1=C(C=C(C=N1)N)C)F